OCCOC1=C(C=C(C=C1)N)O 2-hydroxyethoxy-5-aminophenol